4-(3-Amino-1,2,4-triazin-6-yl)-2-fluorobenzonitrile NC=1N=NC(=CN1)C1=CC(=C(C#N)C=C1)F